1-methyl-4-[rac-(2R)-2-[4-(2-chloro-4-fluoro-phenyl)-2-oxo-chromen-7-yl]oxypropanoyl]piperazine-2-carboxylic acid CN1C(CN(CC1)C([C@@H](C)OC1=CC=C2C(=CC(OC2=C1)=O)C1=C(C=C(C=C1)F)Cl)=O)C(=O)O |r|